NC=1OC2=C(N1)C=C(C=C2)C=2C=CC=1N(C2)C(=CN1)C(=O)N1CC2CN(C(C1)CC2)C(=O)C=2C=C(CC1=NNC(C3=CC=CC=C13)=O)C=CC2F 4-(3-(3-(6-(2-aminobenzo[d]oxazol-5-yl)imidazo[1,2-a]pyridine-3-carbonyl)-3,6-diazabicyclo[3.2.2]nonane-6-carbonyl)-4-fluorobenzyl)phthalazin-1(2H)-one